4-Chloro-6-methyl-1,3-phenylendiisocyanat ClC1=C(C=C(C(=C1)C)N=C=O)N=C=O